FC1(C(C12CCN(CC2)C(=O)OC(C)(C)C)C2=CC(=NS2)C2=C(C=C(C=C2)F)C(F)(F)F)F tert-butyl 1,1-difluoro-2-{3-[4-fluoro-2-(trifluoromethyl) phenyl] isothiazol-5-yl}-6-azaspiro[2.5]octane-6-carboxylate